OC(CNC(C1=CC=CC=C1)=O)CNC([C@H](CN)N)=O |r| N-[2-hydroxy-3-[[rac-(2S)-2,3-diaminopropanoyl]amino]propyl]benzamide